17α-Acetoxy-15β-hydroxy-6α-methylpregn-4-ene-3,11,20-trione C(C)(=O)O[C@]1(C(C)=O)C[C@H]([C@H]2[C@@H]3C[C@@H](C4=CC(CC[C@]4(C)[C@H]3C(C[C@]12C)=O)=O)C)O